(4-(6-(5,6-Dimethoxypyridin-3-yl)-4-methylquinazolin-8-yl)phenyl)-2-methoxyacetamide COC=1C=C(C=NC1OC)C=1C=C2C(=NC=NC2=C(C1)C1=CC=C(C=C1)C(C(=O)N)OC)C